(-)-glutamine C(CC(=O)N)[C@H](C(=O)O)N